C(C)(C)C=1N(N=C2C=CC(=CC12)C1=CC(=NC=C1)NC1=NC(=CC=C1)C(F)(F)F)C 4-(3-isopropyl-2-methyl-2H-indazol-5-yl)-N-(6-(trifluoromethyl)pyridin-2-yl)pyridin-2-amine